N,N-dimethylstearylamine glycolic acid salt C(CO)(=O)O.CN(C)CCCCCCCCCCCCCCCCCC